COC=1C=C(C(=O)N2C(SCC2)=S)C=CC1 3-(3-methoxybenzoyl)-2-thiazolidinethione